N,N-bis([1,1'-biphenyl]-4-yl)-9,9'-spirobifluorene-2-amine C1(=CC=C(C=C1)N(C1=CC=2C3(C4=CC=CC=C4C2C=C1)C1=CC=CC=C1C=1C=CC=CC13)C1=CC=C(C=C1)C1=CC=CC=C1)C1=CC=CC=C1